Piperidine-1-carboxylic acid benzyl ester TFA salt OC(=O)C(F)(F)F.C(C1=CC=CC=C1)OC(=O)N1CCCCC1